tert-Butyl 3,7-dioxo-1-phenyl-2,11,14-trioxa-4,8-diazaheptadecan-17-oate O=C(OCC1=CC=CC=C1)NCCC(NCCOCCOCCC(=O)OC(C)(C)C)=O